C(C)C(CNC(C)C1=CC=CC=C1)CCCC 2-ethyl-N-(1-phenylethyl)hexan-1-amine